2-methyl-6-(7-(((3R)-3-(trifluoromethyl)-1-piperidinyl)carbonyl)-2-quinoxalinyl)-1(2H)-isoquinolinone CN1C(C2=CC=C(C=C2C=C1)C1=NC2=CC(=CC=C2N=C1)C(=O)N1C[C@@H](CCC1)C(F)(F)F)=O